COCCCNC1=NC(=NC2=CC=CC=C12)NCCC1=CC(=CC=C1)C(F)(F)F N4-(3-methoxypropyl)-N2-(3-(trifluoromethyl)phenethyl)quinazoline-2,4-diamine